tert-butyl (3R)-3-({[4-(aminomethyl)pyridin-3-yl]oxy}methyl)morpholine-4-carboxylate NCC1=C(C=NC=C1)OC[C@@H]1N(CCOC1)C(=O)OC(C)(C)C